N[C@@H](C(=O)N[C@H](CCCCNC(OC(C)(C)C)=O)C1=NC(=NO1)CC1=CC=CC=C1)CC1=C(C=C(C=C1C)O)C tert-butyl ((R)-5-((R)-2-amino-3-(4-hydroxy-2,6-dimethylphenyl)propanamido)-5-(3-benzyl-1,2,4-oxadiazol-5-yl)pentyl)carbamate